3-[6-(aminomethyl)-4-chloro-7-fluoro-1-oxo-isoindolin-2-yl]piperidine-2,6-dione NCC1=CC(=C2CN(C(C2=C1F)=O)C1C(NC(CC1)=O)=O)Cl